C(C#C)(=O)NC(CC[C@H](N)C(=O)O)N 5-(prop-2-ynoylamino)ornithine